C(C)(=O)OCCC1CC=C(CC1)B1OC(C(O1)(C)C)(C)C 2-(4-(4,4,5,5-tetramethyl-1,3,2-dioxaborolan-2-yl)cyclohex-3-en-1-yl)ethyl acetate